FC(C=1C=C(NC1)C(=O)N)(F)F 4-(trifluoromethyl)-1H-pyrrole-2-carboxamide